2-[bis({[1,1'-biphenyl]-4-yl})amino]-5-tert-butylbenzoic acid C1(=CC=C(C=C1)N(C1=C(C(=O)O)C=C(C=C1)C(C)(C)C)C1=CC=C(C=C1)C1=CC=CC=C1)C1=CC=CC=C1